(rac)-1-([1,1'-biphenyl]-4-ylmethyl)-N-(6-(cyanomethyl)spiro[3.3]heptane-2-yl)-4-fluoro-1H-indole-7-carboxamide C1(=CC=C(C=C1)CN1C=CC2=C(C=CC(=C12)C(=O)NC1CC2(C1)CC(C2)CC#N)F)C2=CC=CC=C2